(±)-6-(2-chloroacetyl)-3,8-difluoro-3,4-dihydroquinolin-2(1H)-one ClCC(=O)C=1C=C2C[C@H](C(NC2=C(C1)F)=O)F |r|